tert-butyl N-(2-amino-1-phenylethyl)carbamate CC(C)(C)OC(=O)NC(CN)C1=CC=CC=C1